C(CCCCC)[B-](C1=CC(=CC=C1)F)(C1=CC(=CC=C1)F)C1=CC(=CC=C1)F.[O+]1=CC=CC=C1 pyrylium hexyltris(3-fluorophenyl)borate